ClC=1C(=NN(C1C)C=1C=C(C(=O)N(C)C2=C(C3=C(OCO3)C=C2)C=O)C=CC1)C(F)(F)F 3-[4-Chloro-5-methyl-3-(trifluoromethyl)pyrazol-1-yl]-N-(4-formyl-1,3-benzodioxol-5-yl)-N-methyl-benzamide